NC1=NN(C=C1)C(=O)C1=C(OC2=C1C=C(C=C2)OCC2=C(N=CS2)C)C (3-amino-1H-pyrazol-1-yl)(2-methyl-5-((4-methylthiazol-5-yl)methoxy)benzofuran-3-yl)-methanone